(S)-1-(2-chloro-6-fluorobenzyl)-3,4-dimethyl-2-oxo-N-(2,4,6-trifluorobenzyl)-1,2,3,4-tetrahydroquinazoline-7-carboxamide ClC1=C(CN2C(N([C@H](C3=CC=C(C=C23)C(=O)NCC2=C(C=C(C=C2F)F)F)C)C)=O)C(=CC=C1)F